FC=1C(=C2C(=NC1NC1=NC(=CC(=C1)NC)C)CCO2)C2=CC[C@H](CC2)N(C)C |r| N2-[6-fluoro-7-[rac-(4S)-4-(dimethylamino)cyclohexen-1-yl]-2,3-dihydrofuro[3,2-b]pyridin-5-yl]-N4,6-dimethyl-pyridine-2,4-diamine